C(=C)(C)[C@@H]1C([C@@H](C1)COC(CC(=C)C)=O)(C)C (1R,3R)-3-Isopropenyl-2,2-dimethylcyclobutylmethyl-3-methyl-3-butenoat